COC(=O)C=1C=C2C=C(NC2=CC1)C(=O)O 5-(methoxycarbonyl)indole-2-carboxylic acid